N-[(1S)-1-(4,4-difluorocyclohexyl)-2-[[3-fluoro-1-[1-(3-methoxypyridazin-4-yl)ethyl]pyrazol-4-yl]amino]-2-oxo-ethyl]-2-isopropyl-pyrazole-3-carboxamide FC1(CCC(CC1)[C@@H](C(=O)NC=1C(=NN(C1)C(C)C1=C(N=NC=C1)OC)F)NC(=O)C=1N(N=CC1)C(C)C)F